5-(8-(dimethylamino)-2-oxo-8-phenyl-1,3-diazaspiro[4.5]decan-3-yl)pyrimidine-2-carboxylic acid lithium salt [Li+].CN(C1(CCC2(CN(C(N2)=O)C=2C=NC(=NC2)C(=O)[O-])CC1)C1=CC=CC=C1)C